CC1=C(C=NC(=C1)N1N=CC(=C1)C=C)C#N 4-methyl-6-(4-vinyl-1H-pyrazol-1-yl)pyridine-3-carbonitrile